N1C(=CC2=CC=CC=C12)CC(CCCC)NC(=O)C=1SC2=C(C1)C=CC(=C2)N2CCC1(CN(C1)C(=O)OC(C)(C)C)CC2 tert-Butyl 7-(2-([1-(1H-indol-2-yl)hexane-2-yl]carbamoyl)-1-benzothiophen-6-yl)-2,7-diazaspiro[3.5]nonane-2-carboxylate